S(=O)(=O)(C)C1CNC1 3-mesylazetidine